[(4-Amino-5-benzoylthiazol-2-yl)-(6-fluoro-3-pyridyl)amino]propanamid NC=1N=C(SC1C(C1=CC=CC=C1)=O)N(C=1C=NC(=CC1)F)C(C(=O)N)C